CC1(CC2(C3=CC=CC=C13)CC(C1=CC=CC=C12)(C)C)C 3,3,3',3'-tetramethyl-1,1'-spiroBI(indan)